4-((5-(N-(2-cyclopropyl-4-iodo-5-methylphenyl)but-2-ynamido)-1-methyl-1H-Pyrazolo[4,3-b]pyridin-3-yl)oxy)-2,2-dimethylcyclohexane-1-carboxylic acid C1(CC1)C1=C(C=C(C(=C1)I)C)N(C(C#CC)=O)C1=CC=C2C(=N1)C(=NN2C)OC2CC(C(CC2)C(=O)O)(C)C